N-Cbzglycine C(=O)(OCC1=CC=CC=C1)NCC(=O)O